FC1C(C1)C(=O)NC=1N=C2N(C=C(C=C2)C2=C(C=C(C=C2)F)CO)C1 2-fluoro-N-(6-(4-fluoro-2-(hydroxymethyl)phenyl)imidazo[1,2-a]pyridin-2-yl)cyclopropane-1-carboxamide